5-(3-methylpentyloxycarbonyl)-bicyclo[2.2.1]Hept-2-ene CC(CCOC(=O)C1C2C=CC(C1)C2)CC